water format C(=O)O.O